CC(COC(C)=O)CC 2-Methylbutylacetat